NC=1C=C(C2=C(N=C(S2)C)C1N1C[C@H](CC1)NC(OC(C)(C)C)=O)Br (S)-tert-Butyl 1-(5-amino-7-bromo-2-methylbenzo[d]thiazol-4-yl)pyrrolidin-3-ylcarbamate